N1N=C(N=C1)C1=NC=2C(=C3C(=NC2)NC=C3)N1C1CCC(CC1)CC#N 2-((1r,4r)-4-(2-(1H-1,2,4-triazol-3-yl)imidazo[4,5-d]Pyrrolo[2,3-b]Pyridine-1(6H)-yl)cyclohexyl)acetonitrile